2,3-dihydroxypropyl acetate C(C)(=O)OCC(CO)O